NCC1=CC=C(C=C1)C=1N(N=C2C1N=CN(C2=O)CC2(CCN(CC2)C(C[C@@H](C(F)F)C2=CC=CC=C2)=O)O)C (R)-3-(4-(Aminomethyl)phenyl)-6-((1-(4,4-difluoro-3-phenylbutanoyl)-4-hydroxypiperidin-4-yl)methyl)-2-methyl-2H-pyrazolo[4,3-d]pyrimidin-7(6H)-one